5-[3-fluoro-3-(methylaminomethyl)pyrrolidin-1-yl]-N-(8-fluoro-2-methyl-imidazo[1,2-a]pyridin-6-yl)pyrazine-2-carboxamide FC1(CN(CC1)C=1N=CC(=NC1)C(=O)NC=1C=C(C=2N(C1)C=C(N2)C)F)CNC